BrC1=CC2=C(N=C(S2)C2CCN(CC2)C(=O)OC(C)(C)C)S1 tert-Butyl 4-(5-bromothieno[2,3-d]thiazol-2-yl)piperidine-1-carboxylate